C(#C)C1=CC(N(C=2N=C(N=CC21)NC2=C(C=C(C=C2)N(C(CCOC)=O)C)OC)C2=CC=CC=C2)=O N-(4-((5-Ethynyl-7-oxo-8-phenyl-7,8-dihydropyrido[2,3-d]pyrimidin-2-yl)amino)-3-methoxyphenyl)-3-methoxy-N-methylpropanamide